N1CCCCC1 1,3,4,5-tetrahydro-2H-pyridine